ClC1=NC=C(C(=C1)C1=C(C=NC(=C1)C)C(=O)NC=1SC2=C(N1)CC[C@H](C2)C(=O)NC2CC2)OC |r| (Racemic)-2-(2'-chloro-5'-methoxy-6-methyl-[4,4'-bipyridine]-3-carboxamido)-N-cyclopropyl-4,5,6,7-tetrahydrobenzo[d]thiazole-6-carboxamide